2,3-dihydrobenzo[b]furan-2-carboxylic acid O1C2=C(CC1C(=O)O)C=CC=C2